C(C=C)OC=1C(=C(C(=O)OCC=C)C=CC1)[N+](=O)[O-] allyl 3-(allyloxy)-2-nitrobenzoate